(2S,4R)-1-[2-[3-(2,2-diethoxyethoxy)isoxazol-5-yl]-3-methylbutanoyl]-4-hydroxy-N-[(1S)-1-[4-(4-methylthiazol-5-yl)phenyl]ethyl]pyrrolidine-2-carboxamide C(C)OC(COC1=NOC(=C1)C(C(=O)N1[C@@H](C[C@H](C1)O)C(=O)N[C@@H](C)C1=CC=C(C=C1)C1=C(N=CS1)C)C(C)C)OCC